N-(4-(2-(5-fluoro-6-methoxypyridin-3-yl)propyl)-6-(((R)-1-hydroxy-4-methylpentan-2-yl)amino)-1,3,5-triazin-2-yl)methanesulfonamide FC=1C=C(C=NC1OC)C(CC1=NC(=NC(=N1)N[C@@H](CO)CC(C)C)NS(=O)(=O)C)C